6-(1-(4-(5-(difluoromethyl)-1,3,4-oxadiazol-2-yl)benzyl)-1H-1,2,3-triazol-4-yl)isoindolin-1-one tert-Butyl-4-methyl-4-(prop-2-yn-1-ylamino)-[1,4'-bipiperidine]-1'-carboxylate C(C)(C)(C)OC(=O)N1CCC(CC1)N1CCC(CC1)(NCC#C)C.FC(C1=NN=C(O1)C1=CC=C(CN2N=NC(=C2)C2=CC=C3CNC(C3=C2)=O)C=C1)F